1-[4-[7-(3-hydroxy-1-naphthyl)-2-(3-hydroxypropoxy)-6,8-dihydro-5H-pyrido[3,4-d]pyrimidin-4-yl]piperazin-1-yl]prop-2-en-1-one OC=1C=C(C2=CC=CC=C2C1)N1CC=2N=C(N=C(C2CC1)N1CCN(CC1)C(C=C)=O)OCCCO